C(C)(C)OC(CCCCCCCCCCCCC)=O isopropyl-myristate